(E)-5-(4-ethoxyphenyl)-N'-(thiophen-2-ylmethylene)furan-2-carbohydrazide Bismuth cobalt [Co].[Bi].C(C)OC1=CC=C(C=C1)C1=CC=C(O1)C(=O)N/N=C/C=1SC=CC1